[(3R,9aS)-3-(3-chloro-4-fluoro-phenyl)-3,4,6,7,9,9a-hexahydro-1H-pyrazino[2,1-c][1,4]oxazin-8-yl]-(2-chloro-3-pyridazin-3-yl-phenyl)methanone ClC=1C=C(C=CC1F)[C@@H]1CN2[C@H](CO1)CN(CC2)C(=O)C2=C(C(=CC=C2)C=2N=NC=CC2)Cl